O1COC2=C1C1=CC3=CC=CC3(C2)C1 4H-4a,9-methanoazuleno[5,6-d]-1,3-dioxole